C1(CCC1)[C@H](C)NC1=NC=2C=C(C(=CC2C2=C1CCC2)OC)OCCCN2CCCC2 (S)-N-(1-cyclobutylethyl)-8-methoxy-7-(3-(pyrrolidin-1-yl)propoxy)-2,3-dihydro-1H-cyclopenta[c]quinolin-4-amine